2-{2-fluoro-4-[3-(1-quinolin-6-ylcyclopropyl)imidazo[1,2-a]pyrimidin-6-yl]phenoxy}propanoic Acid FC1=C(OC(C(=O)O)C)C=CC(=C1)C=1C=NC=2N(C1)C(=CN2)C2(CC2)C=2C=C1C=CC=NC1=CC2